CS(=O)(=O)C1=CC(=C(C=C1)NCC#CC=1N(C2=CC=CC(=C2C1)NC1CCC(CC1)N1CCS(CC1)=O)CC(F)(F)F)OC 4-[(1R,4R)-4-[(2-{3-[(4-methanesulfonyl-2-methoxyphenyl)amino]prop-1-yn-1-yl}-1-(2,2,2-trifluoroethyl)-1H-indol-4-yl)amino]cyclohexyl]-1λ4-thiomorpholin-1-one